C(#N)C=1C(NC=CC1OC)=O 3-cyano-4-methoxy-2(1H)-pyridone